methyl 5-chloro-1-((6-phenylpyridin-3-yl) methyl)-1H-indazole-7-carboxylate ClC=1C=C2C=NN(C2=C(C1)C(=O)OC)CC=1C=NC(=CC1)C1=CC=CC=C1